ClC1=NC(=C2N=CN(C2=N1)C[C@H]1OCCC1)N1[C@H](CN([C@@H](C1)C)C([C@@H]1C(C1)(F)F)C1=CC=C(C=C1)Cl)C 2-chloro-6-((2S,5R)-4-((4-chlorophenyl)((R)-2,2-difluorocyclopropyl)methyl)-2,5-dimethylpiperazin-1-yl)-9-(((S)-tetrahydrofuran-2-yl)methyl)-9H-purine